2-(1-methyl-1H-pyrazol-5-yl)nicotinonitrile CN1N=CC=C1C1=C(C#N)C=CC=N1